OC1CCC(CC1)SCC1=NC2=C(C=CC=C2C(N1)=O)C (((4-hydroxycyclohexyl)thio)methyl)-8-methylquinazolin-4(3H)-one